S1C=CC2=C1C1=C(S2)C=CS1 dithieno(3,2-b:2',3'-d)thiophene